tert-butyl (2R,6S)-2-methyl-6-(p-tolylsulfonyloxymethyl)morpholine-4-carboxylate C[C@@H]1CN(C[C@H](O1)COS(=O)(=O)C1=CC=C(C=C1)C)C(=O)OC(C)(C)C